2-methyl-N-(1-oxothiabut-3-yl)benzamide CC1=C(C(=O)NC(CS=O)C)C=CC=C1